FC1=CC(=C(C=C1)C=1C=C2C(=NC1)NCN2C[C@@H](CC)O)C (R)-6-(4-fluoro-2-methyl-phenyl)-1-(2-hydroxybutyl)-3H-imidazo[4,5-b]Pyridine